FC(C(=O)N1CC(C1)N1N=C(C2=NC=CC(=C21)C(=O)NC2=CC=CC=C2)C2=CC=C(C=C2)C(F)(F)F)=C 1-(1-(2-fluoroacryloyl)azetidin-3-yl)-N-phenyl-3-(4-(trifluoromethyl)phenyl)-1H-pyrazolo[4,3-b]pyridine-7-carboxamide